C(CCCCCCC)OC(C=C)=O propenoic acid n-octyl ester